3-(3-chloro-4-fluorophenyl)-1-(8,9-difluoro-3-oxido-6-oxo-1,4,5,6-tetrahydro-2H-thiopyrano[3,4-c]isoquinolin-1-yl)-1-methylurea ClC=1C=C(C=CC1F)NC(N(C)C1CS(CC=2NC(C=3C=C(C(=CC3C21)F)F)=O)=O)=O